trans-(1S,2S)-2-aminocyclopentanol N[C@@H]1[C@H](CCC1)O